COC(C=1C=CC(=NC1)C(=O)OC)OC methyl 5-(dimethoxymethyl)picolinate